methyl 3-(6-methyl-1H-benzo[d]imidazol-2-yl)-1H-indazole-5-carboxylate CC=1C=CC2=C(NC(=N2)C2=NNC3=CC=C(C=C23)C(=O)OC)C1